3-(5-((2,3-difluoro-6-(2-morpholinothiazol-4-yl)phenoxy)methyl)-7-fluoro-1-oxoisoindoline-2-yl)piperidine-2,6-dione FC1=C(OCC=2C=C3CN(C(C3=C(C2)F)=O)C2C(NC(CC2)=O)=O)C(=CC=C1F)C=1N=C(SC1)N1CCOCC1